Lithium 3-(methoxymethyl)-1-((2-methyl-1,2,3,4-tetrahydroisoquinolin-7-yl)methyl)-1H-pyrazole-4-carboxylate COCC1=NN(C=C1C(=O)[O-])CC1=CC=C2CCN(CC2=C1)C.[Li+]